tert-butyl (R)-(4-chloro-3-oxobutan-2-yl)carbamate ClCC([C@@H](C)NC(OC(C)(C)C)=O)=O